3-(6-isobutyl-7-oxo-1H-pyrrolo[2,3-c]pyridin-4-yl)-N,N-dimethyl-benzamide C(C(C)C)N1C(C2=C(C(=C1)C=1C=C(C(=O)N(C)C)C=CC1)C=CN2)=O